C(C)(=O)C=1C(=C(NC1C)C(=O)OCC)C 4-acetyl-2-ethoxycarbonyl-3,5-dimethylpyrrole